((2-(4-aminomonoformyl-2,6-difluorophenyl)-7-methylimidazo[1,2-a]pyridin-3-yl)methyl)morpholine-4-carboxylic acid methyl ester COC(=O)N1C(COCC1)CC1=C(N=C2N1C=CC(=C2)C)C2=C(C(=C(C=C2F)N)C=O)F